4-(5-methoxy-1,3-benzoxazol-2-yl)-N1-methyl-2,7-naphthyridine-1,6-diamine COC=1C=CC2=C(N=C(O2)C2=CN=C(C3=CN=C(C=C23)N)NC)C1